3-(tert-butyl)-1-(3,5-difluoro-4-methoxyphenyl)-1H-pyrazol-5-amine C(C)(C)(C)C1=NN(C(=C1)N)C1=CC(=C(C(=C1)F)OC)F